2-(bis(tert-butoxycarbonyl)amino)-1-(3-methoxy-2,6-dimethylphenyl)-5,6-dimethyl-1H-pyrrolo[2,3-b]pyridine-3-carboxylic acid C(C)(C)(C)OC(=O)N(C1=C(C=2C(=NC(=C(C2)C)C)N1C1=C(C(=CC=C1C)OC)C)C(=O)O)C(=O)OC(C)(C)C